N-(5-((2-(2,2-dimethylpyrrolidin-1-yl)ethyl)carbamoyl)-3-methylthiophen-2-yl)-2-(2-methyl-2H-1,2,3-triazol-4-yl)pyrazolo[5,1-b]thiazole-7-carboxamide CC1(N(CCC1)CCNC(=O)C1=CC(=C(S1)NC(=O)C=1C=NN2C1SC(=C2)C2=NN(N=C2)C)C)C